2-(4-(hydroxymethyl)-2-nitrophenoxy)-6-(methoxycarbonyl)tetrahydro-2H-Pyran-3,4,5-triacetic acid OCC1=CC(=C(OC2OC(C(C(C2CC(=O)O)CC(=O)O)CC(=O)O)C(=O)OC)C=C1)[N+](=O)[O-]